(R)-(4-methyloxazol-5-yl)(4-(4-methylpyrazolo[1,5-a]pyridin-2-yl)-6,7-dihydro-1H-imidazo[4,5-c]pyridin-5(4H)-yl)methanone CC=1N=COC1C(=O)N1[C@H](C2=C(CC1)NC=N2)C2=NN1C(C(=CC=C1)C)=C2